C(C[NH3+])C(C[C@@H](C(=O)[O-])[NH3+])O The molecule is an alpha-amino-acid cation obtained by deprotonation of the carboxy group and protonation of the amino groups of 4-hydroxy-L-lysine: major species at pH 7.3. It is a conjugate acid of a 4-hydroxy-L-lysine.